1-pentadecanoyl-2-(13Z,16Z-docosadienoyl)-glycero-3-phosphoserine CCCCCCCCCCCCCCC(=O)OC[C@H](COP(=O)(O)OC[C@@H](C(=O)O)N)OC(=O)CCCCCCCCCCC/C=C\C/C=C\CCCCC